methyl 4-amino-1-(1-cyclopropylisoquinolin-5-yl)-2-oxo-7-(trifluoro methoxy)-1,2-dihydroquinoline-3-carboxylate NC1=C(C(N(C2=CC(=CC=C12)OC(F)(F)F)C1=C2C=CN=C(C2=CC=C1)C1CC1)=O)C(=O)OC